(2S,3S,5R)-3-(benzyloxy)-5-(5-fluoro-2,4-dioxo-3,4-dihydropyrimidin-1(2H)-yl)tetrahydrofuran-2-carbaldehyde C(C1=CC=CC=C1)O[C@@H]1[C@H](O[C@H](C1)N1C(NC(C(=C1)F)=O)=O)C=O